4-(2-allyl-2-(tert-Butoxycarbonyl)hydrazino)-2-(methylthio)pyrimidine-5-carboxylic acid ethyl ester C(C)OC(=O)C=1C(=NC(=NC1)SC)NN(C(=O)OC(C)(C)C)CC=C